6-(3-isopropyl-5-(1-(tetrahydro-2H-pyran-4-yl)piperidin-4-yl)-1H-indol-2-yl)-8-methoxy-7-methyl-[1,2,4]triazolo[1,5-b]pyridazine C(C)(C)C1=C(NC2=CC=C(C=C12)C1CCN(CC1)C1CCOCC1)C=1C(=C(C=2N(N1)N=CN2)OC)C